2-amino-N-(2-((1s,5s)-6-(4-ethoxyphenyl)-9,9-dimethyl-3,6-diazabicyclo[3.2.2]non-3-yl)-2-oxoethyl)acetimidamide 4-Ethoxycarbonylphenylacrylat C(C)OC(=O)C1=CC=C(C=C1)OC(C=C)=O.NCC(NCC(=O)N1C[C@@H]2CN([C@H](C1)C(C2)(C)C)C2=CC=C(C=C2)OCC)=N